O=C(C(=O)SCCNC(CCNC([C@@H](C(COP(OP(OC[C@@H]1[C@H]([C@H]([C@@H](O1)N1C=NC=2C(N)=NC=NC12)O)OP(=O)(O)O)(=O)O)(=O)O)(C)C)O)=O)=O)CCCCCC β-keto-octanoyl-CoA